C(CC)NC(O[C@@H]1C[C@@H](CC1)C1=CC(=NN1)NC(=O)C=1C(=NN(C1)C)C)=O (1S,3R)-3-(3-{[(1,3-dimethyl-1H-pyrazol-4-yl)carbonyl] amino}-1H-pyrazol-5-yl)cyclopentyl propylcarbamate